6-(6-ethoxypyridin-3-yl)-N'-(2-fluoro-5-(1-hydroxyethyl)benzyl)pyrazine-2-carbohydrazide C(C)OC1=CC=C(C=N1)C1=CN=CC(=N1)C(=O)NNCC1=C(C=CC(=C1)C(C)O)F